N[C@H](C(=O)N1CCN(CC1)C1=CC(=CC=C1)OC(F)(F)F)C (S)-2-amino-1-(4-(3-(trifluoromethoxy)phenyl)piperazin-1-yl)propan-1-one